C(C)C1=NC2=CC(=CC=C2C(=C1)NC)OCC1C(C(CO1)O)O 5-(((2-ethyl-4-(methylamino)quinolin-7-yl)oxy)methyl)tetrahydrofuran-3,4-diol